3,6-dimethylcyclohexanol CC1CC(C(CC1)C)O